C(C)(=O)C1=CC(=CC=2C(C3=CC=C(C=C3OC12)C=1C=NN(C1)C)=O)C 4-Acetyl-2-methyl-6-(1-methyl-1H-pyrazol-4-yl)-9H-xanthen-9-one